ClC=1C(=NC(=NC1)NC1=C(C=C(C=C1)N1CCC(CC1)N(C(CNC1=C2C(N(C(C2=CC=C1)=O)C1C(NC(CC1)=O)=O)=O)=O)C)OC)C1=CNC2=CC=CC=C12 N-(1-(4-((5-chloro-4-(1H-indol-3-yl)pyrimidin-2-yl)amino)-3-methoxy-phenyl)piperidin-4-yl)-2-((2-(2,6-dioxopiperidin-3-yl)-1,3-dioxoisoindolin-4-yl)amino)-N-methyl-acetamide